O1C(CCCC1)N1C=2C=CC=3OCCOCCOCCN4N=CC(C(=N1)C2N3)=C4 19-(oxan-2-yl)-8,11,14-trioxa-4,5,19,20,22-pentaazatetracyclo[13.5.2.12,5.018,21]tricosa-1(20),2(23),3,15(22),16,18(21)-hexaene